CN1N=NC2=C1C=CC(=C2C)C(C(C(=O)OC)(C)C)C2=CC(=C(C=C2)C)CN2C[C@H](OC1=C(C=NC=3C=CC=CC13)C2)CC methyl 3-(1,4-dimethyl-1H-benzo[d][1,2,3]triazol-5-yl)-3-(3-(((R)-2-ethyl-2,3-dihydro-[1,4]oxazepino[6,7-c]quinolin-4(5H)-yl)methyl)-4-methylphenyl)-2,2-dimethylpropanoate